OC1=CC=2N(C=C1C(=O)NC1=NC(=CC=C1)OC)C=C(N2)C2CCOCC2 7-hydroxy-N-(6-methoxypyridin-2-yl)-2-(tetrahydro-2H-pyran-4-yl)imidazo[1,2-a]pyridine-6-carboxamide